ClC1=NC=C(C(=C1)NCC[C@@H](C)O)C#CC=1C(=NN(C1C)C(F)(F)F)C (R)-4-((2-chloro-5-((3,5-dimethyl-1-(trifluoromethyl)-1H-pyrazol-4-yl)ethynyl)pyridin-4-yl)amino)butan-2-ol